CC1C2=CN(N=C2C2=C(C1)OC(=C2C(F)(F)F)C(=O)O)CC2CCOCC2 4-methyl-2-[(oxan-4-yl)methyl]-8-(trifluoromethyl)-4,5-dihydro-2H-furo[2,3-g]indazole-7-carboxylic acid